1-(Trifluorovinyl)-4-(trifluoromethyl)benzene FC(=C(F)F)C1=CC=C(C=C1)C(F)(F)F